C(#N)[C@@H](C[C@H]1C(NCCC1)=O)NC(=O)[C@@H]1N([C@H]2CC([C@@H]1CC2)(F)F)C(=O)C2(C1=CC(=CC=C1C=1C=CC(=CC21)F)F)O (1R,3R,4R)-N-((R)-1-cyano-2-((S)-2-oxopiperidin-3-yl)ethyl)-2-(2,7-difluoro-9-hydroxy-9H-fluorene-9-carbonyl)-5,5-difluoro-2-azabicyclo[2.2.2]octane-3-carboxamide